FC([C@H]([C@H]([C@@H]([C@H](C=O)O)O)O)O)O.[F] fluorine (6-fluoro-D-glucose)